25,25-dimethyl-22-oxo-4,7,10,13,16,19-hexaoxa-23-azahexacosanoic acid CC(CNC(CCOCCOCCOCCOCCOCCOCCC(=O)O)=O)(C)C